bis({11-[2,3-difluoro-4-(4-pentylcyclohexyl)phenoxy]undecyl})phosphinic acid methyl ester COP(=O)(CCCCCCCCCCCOC1=C(C(=C(C=C1)C1CCC(CC1)CCCCC)F)F)CCCCCCCCCCCOC1=C(C(=C(C=C1)C1CCC(CC1)CCCCC)F)F